CC1=C(C(=C(C(=C1C)N=C=O)C)C)N=C=O 2,3,5,6-tetramethyl-1,4-di-isocyanatobenzene